C(CCC)(=O)OCC1=CC(=C(C=C1)C1=C(C=C(C(=C1)F)F)F)N (R)-3-amino-4-(2,4,5-trifluoro-phenyl)-benzyl butyrate